ClC1=C(C=CC(=C1)C(=O)N1CCC(CC1)O)C1=CC(=CS1)B(O)O (5-(2-chloro-4-(4-hydroxypiperidine-1-carbonyl)phenyl)thiophen-3-yl)boronic acid